tert-butyl 2-(((4-bromo-3-methylphenyl) sulfonamido) methyl)-7-azaspiro[3.5]nonane-7-carboxylate BrC1=C(C=C(C=C1)S(=O)(=O)NCC1CC2(C1)CCN(CC2)C(=O)OC(C)(C)C)C